(S)-6-Chloro-N-(2-hydroxy-1-[3-{4-(trifluoromethoxy)phenyl}-1,2,4-oxadiazol-5-yl]ethyl)-1H-indol-3-carboxamid ClC1=CC=C2C(=CNC2=C1)C(=O)N[C@@H](CO)C1=NC(=NO1)C1=CC=C(C=C1)OC(F)(F)F